(S)-benzyl 4-(2-hydroxy-3-(1H-tetrazol-1-yl)propoxy)benzoate O[C@H](COC1=CC=C(C(=O)OCC2=CC=CC=C2)C=C1)CN1N=NN=C1